NC1CC(C1)N(C(CC1=CC(=CC=C1)OCCCCCC)=O)C1CC1 N-(3-aminocyclobutyl)-N-cyclopropyl-2-(3-(hexyloxy)phenyl)acetamide